(9S)-9-Hydroxy-12-[4-(trifluoromethoxy)phenyl]-4-thia-2,12-diazatricyclo(7.3.0.03,7)dodeca-1,3(7),5-trien-8-on O[C@@]12C(C=3C=CSC3N=C2N(CC1)C1=CC=C(C=C1)OC(F)(F)F)=O